[Cl-].C(CC)[N+](C)(C)CCCCCCCCCCCCCCCCCC propyloctadecyl-dimethyl-ammonium chloride